trifluoromethanesulfonic acid [6-(1-methylpyrazol-4-yl) pyrazolo[1,5-a]pyridin-4-yl] ester CN1N=CC(=C1)C=1C=C(C=2N(C1)N=CC2)OS(=O)(=O)C(F)(F)F